ketoglutarate disodium salt [Na+].[Na+].O=C(C(=O)[O-])CCC(=O)[O-]